(Z)-but-2-en C\C=C/C